2-fluoro-3-(8-fluoro-2-(((2R,7aS)-2-fluorotetrahydro-1H-pyrrolizin-7a(5H)-yl)methoxy)-5-((S)-2-methylazetidin-1-yl)pyrido[4,3-d]pyrimidin-7-yl)-4-(trifluoromethyl)phenol FC1=C(C=CC(=C1C1=C(C=2N=C(N=CC2C(=N1)N1[C@H](CC1)C)OC[C@]12CCCN2C[C@@H](C1)F)F)C(F)(F)F)O